4-(2-Chlorophenyl)-5-phenyl-2-(3-thienylmethyl)imidazole ClC1=C(C=CC=C1)C=1N=C(NC1C1=CC=CC=C1)CC1=CSC=C1